C(C(O)C(O)C(=O)O)(=O)O Racemic-tartaric acid